FC1=C(C=CC(=C1)F)S(=O)(=O)NC=1C(=NC=C(C1)C=1C=C2C(=NC=NC2=CC1)N1CCN(CC1)C1CN(C1)C(\C=C\C(C)=O)=O)OC (E)-2,4-difluoro-N-(2-methoxy-5-(4-(4-(1-(4-oxopent-2-enoyl)azetidin-3-yl)piperazin-1-yl)quinazolin-6-yl)pyridin-3-yl)benzenesulfonamide